neo-decane CCCCCCC(C)(C)C